(R)-tert-butyl (8-(2-methylpyridin-3-yl)chroman-4-yl)methylcarbamate CC1=NC=CC=C1C=1C=CC=C2[C@@H](CCOC12)CNC(OC(C)(C)C)=O